N-(2-fluoro-3-{[({3-fluoro-2-hydroxy-4-[(4-methoxyphenyl)methoxy]phenyl}methyl)amino]methyl}phenyl)carbamate FC1=C(C=CC=C1CNCC1=C(C(=C(C=C1)OCC1=CC=C(C=C1)OC)F)O)NC([O-])=O